O1CCN(CC1)C1=CC(=NC=C1)C(=O)N 4-morpholinopicolinamide